OCC(CO)C=C(C(=O)N)C (1,3-dihydroxypropan-2-yl)methacrylamide